CC1=NC=2N(C(=C1)C)N=CC2C(=O)NC=2C=C1C=C(NC1=CC2)C 5,7-Dimethyl-N-(2-Methyl-1H-Indol-5-Yl)Pyrazolo[1,5-A]Pyrimidine-3-Carboxamide